1-(6-((4-(3-(3-amino-5-(4-amino-4-methylpiperidin-1-yl)pyrazin-2-yl)-2-chlorophenyl)piperazin-1-yl)methyl)pyridin-3-yl)dihydropyrimidine-2,4(1H,3H)-dione NC=1C(=NC=C(N1)N1CCC(CC1)(C)N)C=1C(=C(C=CC1)N1CCN(CC1)CC1=CC=C(C=N1)N1C(NC(CC1)=O)=O)Cl